NC1=NC(N(C=C1F)[C@@H]1O[C@@]([C@H]([C@@H]1F)O)(CO)CCl)=O 4-amino-1-((2R,3S,4R,5R)-5-(chloromethyl)-3-fluoro-4-hydroxy-5-(hydroxymethyl)-tetrahydrofuran-2-yl)-5-fluoropyrimidin-2(1H)-one